FC=1C=C2C(NC(=NC2=CC1)C12CN(C(C1)C2)C(=O)OC(C)(C)C)=O tert-butyl 4-(6-fluoro-4-oxo-3,4-dihydroquinazolin-2-yl)-2-azabicyclo[2.1.1]hexane-2-carboxylate